N-(6-methoxy-5-(N-(1,3,5-trimethyl-1H-pyrazol-4-yl)sulfamoyl)pyridin-3-yl)-2-phenylthiazole-4-carboxamide COC1=C(C=C(C=N1)NC(=O)C=1N=C(SC1)C1=CC=CC=C1)S(NC=1C(=NN(C1C)C)C)(=O)=O